C(C1=CC=CC=C1)OC=1C(=C(C(=NC1)F)Cl)[C@@H](CCC=C)N[S@@](=O)C(C)(C)C (S)-N-((R)-1-(5-(benzyloxy)-3-chloro-2-fluoropyridin-4-yl)pent-4-en-1-yl)-2-methylpropan-2-sulfinamide